1-tosyl-7-((2-(trimethylsilyl)ethoxy)methyl)-1,3,4,7-tetrahydro-2H-pyrrolo[3',2':5,6]pyrido[2,3-b][1,4]oxazepine S(=O)(=O)(C1=CC=C(C)C=C1)N1C2=C(OCCC1)N=C1C(=C2)C=CN1COCC[Si](C)(C)C